3-methoxy-5-ethynyl-pyridine Rhodium(II) [Rh+2].COC=1C=NC=C(C1)C#C